(6aR,9R)-5-bromo-N-(pentan-3-yl)-7-methyl-4,6,6a,7,8,9-hexahydroindolo[4,3-fg]quinoline-9-carboxamide BrC=1NC2=CC=CC=3C4=C[C@H](CN([C@@H]4CC1C32)C)C(=O)NC(CC)CC